FC1=C(C(=C(C=C1OC)OC)F)N1C(N(C2=C(C1)C=NC(=C2)C=2C(=NN(C2)C)C)CC2=CC(=C(C=C2)F)F)=O 3-(2,6-difluoro-3,5-dimethoxyphenyl)-1-(3,4-difluorobenzyl)-7-(1,3-dimethyl-1H-pyrazol-4-yl)-3,4-dihydropyrido[4,3-d]pyrimidin-2(1H)-one